N1=C(C=CC=C1)C=1C=C(C=CC1NC1=NC=C(C=C1)C(F)(F)F)NC(C=C)=O N-(3-(pyridin-2-yl)-4-((5-(trifluoromethyl)pyridin-2-yl)amino)phenyl)acrylamide